CC(C)C1=C2C=CN=CC2=CC=C1 5-(Propan-2-yl)isoquinoline